FC1=C2C(=NC(NC2=CC=C1F)=O)N1CCCC2=C(C=NC=C12)C#CC1(CC1)C#N 1-((1-(5,6-difluoro-2-oxo-1,2-dihydroquinazolin-4-yl)-1,2,3,4-tetrahydro-1,7-naphthyridin-5-yl)ethynyl)cyclopropane-1-carbonitrile